ClC=1C(=C2C=NNC2=CC1C)C=1C(=NN(C1C)C1CC2(CNC2)C1)N1C2(CCC2)CN(CC1)CC(C)(O)C 1-(5-(4-(5-chloro-6-methyl-1H-indazol-4-yl)-5-methyl-1-(2-azaspiro[3.3]hept-6-yl)-1H-pyrazol-3-yl)-5,8-diazaspiro[3.5]non-8-yl)-2-methylpropan-2-ol